C12(CC(C1)C2)NS(=O)(=O)C2=CC=C(C=C2)NC([C@H](CC2=CC=CC=C2)N(C(C2=CC=C(C=C2)F)=O)C)=O (S)-N-(1-(4-(N-bicyclo[1.1.1]pentan-1-ylsulfamoyl)phenylamino)-1-oxo-3-phenylpropan-2-yl)4-fluoro-N-methylbenzamide